F[C@H]1[C@H](C1)C(=O)NC1=NC=NC(=C1)C=1C(=NC=CC1)NC=1C=NC(=CC1C)C(CC)O (1R,2R)-2-fluoro-N-[6-(2-{[6-(1-hydroxypropyl)-4-methylpyridin-3-yl]amino}pyridin-3-yl)pyrimidin-4-yl]cyclopropane-1-carboxamide